3-CYANO-QUINOLINE C(#N)C=1C=NC2=CC=CC=C2C1